COC1=C(C=CC(=C1)C(=O)N1C[C@H](N(CC1)C=1C=NC(=CC1)[N+](=O)[O-])C)C1=CC=C(C=C1)C(F)(F)F (2-methoxy-4'-trifluoromethyl-biphenyl-4-yl)-[(R)-3-methyl-4-(6-nitro-pyridin-3-yl)-piperazin-1-yl]-methanone